C(C1=CC=CC=C1)N1CCC(=CC1)C=1C=C2CN(C(C2=CC1)=O)C1C(NC(CC1)=O)=O 3-(5-(1-benzyl-1,2,3,6-tetrahydropyridin-4-yl)-1-oxoisoindolin-2-yl)piperidine-2,6-dione